COC(C)=O.C(C)(=O)OCC Ethyl acetate methyl-acetate